NC1=C(SC2=NC(=CC=C21)C)C(=O)N[C@H]2COC1=C(C2)C=CC(=C1)N1[C@H](CNCC1)COC 3-amino-N-[(3R)-7-[(2R)-2-(methoxymethyl)piperazin-1-yl]-3,4-dihydro-2H-1-benzopyran-3-yl]-6-methylthieno[2,3-b]pyridine-2-carboxamide